COC1=CC=C(C=C1)C1=NC=CC(=C1)C=C1C(NC(S1)=O)=O 5-((2-(4-methoxyphenyl)Pyridin-4-yl)methylene)thiazolidine-2,4-dione